Cl.CC=1C(=C(C#N)C=CC1OC1C(C(C1(C)C)N)(C)C)C dimethyl-4-[(1r,3r)-3-amino-2,2,4,4-tetramethylcyclobutoxy]benzonitrile hydrochloride